propan-2-yl acrylate C(C=C)(=O)OC(C)C